O=C1NCC[C@H]1C[C@@H](C(=O)OC)NC(=O)[C@H]1NCCC2=CC=CC=C12 methyl (2S)-3-[(3S)-2-oxopyrrolidin-3-yl]-2-[[(1S)-1,2,3,4-tetrahydroisoquinoline-1-carbonyl] amino]propanoate